CN(CCCNC(CC=1C=C(C=C(C(=O)NCCCN(CCCCCCCCC(=O)OC(CC)CCCCC)CCCCCCCCC(=O)OC(CC)CCCCC)C1)C(=O)NCCCN(CCCCCCCCC(=O)OC(CC)CCCCC)CCCCCCCCC(=O)OC(CC)CCCCC)=O)C tetra(octan-3-yl) 9,9',9'',9'''-((((5-(2-((3-(dimethylamino)propyl)amino)-2-oxoethyl)isophthaloyl)bis(azanediyl))bis(propane-3,1-diyl))bis(azanetriyl))tetranonanoate